Methyl 7-ethylpyrazolo[1,5-a]pyrimidine-3-carboxylate C(C)C1=CC=NC=2N1N=CC2C(=O)OC